Anthracenedicarboxylic acid dichloride C=1(C(=CC=C2C=C3C=CC=CC3=CC12)C(=O)Cl)C(=O)Cl